(1-(5-bromo-4-chloro-6-(diethoxymethyl)-7H-pyrrolo[2,3-d]pyrimidin-7-yl)butan-2-yl)carbamic acid tert-butyl ester C(C)(C)(C)OC(NC(CN1C(=C(C2=C1N=CN=C2Cl)Br)C(OCC)OCC)CC)=O